1-(5-(3-cyano-6-(1-((1r,4r)-4-(2-oxoethyl)cyclohexyl)-1H-pyrazol-4-yl)pyrazolo[1,5-a]pyridin-4-yl)pyridin-2-yl)-N-isopropyl-4-methylpiperidine-4-carboxamide C(#N)C=1C=NN2C1C(=CC(=C2)C=2C=NN(C2)C2CCC(CC2)CC=O)C=2C=CC(=NC2)N2CCC(CC2)(C(=O)NC(C)C)C